[Si](C)(C)(C(C)(C)C)OCC=1C=NC=CC1C(=O)O 3-{[(tert-butyldimethylsilyl)oxy]methyl}pyridine-4-carboxylic acid